C(C)(C)(C)OC(=O)C=1C=C(C=CC1)C1=CC=C(C=C1)NC(=O)[C@H]1[C@@H]2C[C@@H]2CN1C(=O)OC(C)(C)C tert-butyl (1R,2R,5S)-2-{[3'-(tert-butoxycarbonyl)[1,1'-biphenyl]-4-yl]carbamoyl}-3-azabicyclo[3.1.0]hexane-3-carboxylate